6-heptenyl-diethylchlorosilane C(CCCCC=C)[Si](Cl)(CC)CC